FC=1C2=CNN=C2C=CC1C(=O)N[C@H]1C[C@H](CCC1)NC1=CC(=NC2=CC=C(C=C12)F)C(F)(F)F 4-fluoro-N-[(1r,3s)-3-{[6-fluoro-2-(trifluoromethyl)quinolin-4-yl]amino}cyclohexyl]-2H-indazole-5-carboxamide